CC1CC=C(CC1)CCN(S(=O)(=O)C1=CC=C(C=C1)C(F)(F)F)C1=CC=CC=C1 N-(2-(4-methylcyclohex-1-en-1-yl)ethyl)-N-phenyl-4-(trifluoromethyl)benzenesulfonamide